N1(CCOCC1)C1=NC=C(C=N1)COC1CC2(C(N3C(O2)CC[C@H]3C3=NC=CN=C3)=O)C1 (5'S)-3-{[2-(morpholin-4-yl)pyrimidin-5-yl]methoxy}-5'-(pyrazin-2-yl)tetrahydro-3'H-spiro[cyclobutane-1,2'-pyrrolo[2,1-b][1,3]oxazol]-3'-one